7-methoxy-1-methyl-N-(3-(methylsulfonyl)phenyl)-2-(2,2,2-trifluoro-1-hydroxy-1-phenylethyl)-1H-benzo[d]imidazole-5-carboxamide COC1=CC(=CC2=C1N(C(=N2)C(C(F)(F)F)(C2=CC=CC=C2)O)C)C(=O)NC2=CC(=CC=C2)S(=O)(=O)C